Cl.CC1(CCC(CC1)CC(=O)N)C (4,4-dimethylcyclohexyl)acetamide hydrochloride